C(C1=CC=CC=C1)N1C[C@H]2N(C(C=3C=C(C(=CC23)F)Br)=O)[C@@H](C1)C (4R,10bS)-2-benzyl-8-bromo-9-fluoro-4-methyl-1,3,4,10b-tetrahydropyrazino[1,2-b]isoindol-6-one